C(C1=CC=CC=C1)OCC=1C=CC(N(C1Cl)C=1C=NC=CC1)=O C5-Benzyloxymethyl-6-chloro-2H-[1,3'-bipyridin]-2-one